3-Methyl-2-(6-(((1S,2R,5S)-8-methyl-8-azabicyclo[3.2.1]octan-2-yl)amino)pyridazin-3-yl)-5-(trifluoromethyl)phenol CC=1C(=C(C=C(C1)C(F)(F)F)O)C=1N=NC(=CC1)N[C@H]1[C@@H]2CC[C@H](CC1)N2C